BrCC[C@H]1C=2N(C3=C(C(=N1)C1=CC=C(C=C1)Cl)C(=C(S3)C)C)C(=NN2)C (S)-6-(2-bromoethyl)-4-(4-chlorophenyl)-2,3,9-trimethyl-6H-thieno[3,2-f][1,2,4]triazolo[4,3-a][1,4]diazepin